Cl.C1(CCC1)N1C2C3=CC=CC=C3C1CCC2 12-Cyclobutyl-12-azatricyclo[6.3.1.02,7]dodeca-2,4,6-triene hydrochloride